(3-cyclohexyl-propionyl)-9-(2-ethylhexyl)carbazole C1(CCCCC1)CCC(=O)C1=CC=CC=2C3=CC=CC=C3N(C12)CC(CCCC)CC